8-(5-Chloro-3-methylpyridin-2-yl)-9-(4-((1-(3-fluoropropyl)azetidin-3-yl)methyl)phenyl)-6,7-dihydro-5H-benzo[7]annulene-3-carboxylic acid ClC=1C=C(C(=NC1)C=1CCCC2=C(C1C1=CC=C(C=C1)CC1CN(C1)CCCF)C=CC(=C2)C(=O)O)C